C1(CC1)C1N(CCC1)CC(=O)NC=1C=C(C(=NC1)C)NC(=O)C=1C=C2C(=NC1)NC(=C2)C=2C=NN(C2)C N-(5-(2-(2-cyclopropylpyrrolidin-1-yl)acetamido)-2-methylpyridin-3-yl)-2-(1-methyl-1H-pyrazol-4-yl)-1H-pyrrolo[2,3-b]pyridine-5-carboxamide